COC(=O)C1=NN(C2=C1N(C=1C2=NC=C(C1)Br)C(CCC(F)(F)F)C1=NC=CC=C1F)C 6-bromo-1-methyl-4-(4,4,4-trifluoro-1-(3-fluoropyridin-2-yl)butyl)-1,4-dihydropyrazolo[3',4':4,5]Pyrrolo[3,2-b]Pyridine-3-carboxylic acid methyl ester